C1=CC=C(C=C1)C1=CC=CC=C1 4,4'-Biphenyl